(S)-4-amino-N-(2-bromo-5,8-dihydro-6H-pyrano[3,4-b]pyridin-5-yl)-N,1-dimethyl-1H-pyrazolo[4,3-c]quinoline-8-carboxamide NC1=NC=2C=CC(=CC2C2=C1C=NN2C)C(=O)N(C)[C@@H]2COCC1=NC(=CC=C12)Br